CC1(CC(C1)NC1=C(C=C(C=C1C(F)(F)F)B1OC(C(O1)(C)C)(C)C)[N+](=O)[O-])O (cis)-1-methyl-3-[2-nitro-4-(4,4,5,5-tetramethyl-1,3,2-dioxaborolan-2-yl)-6-(trifluoromethyl)phenylamino]cyclobutanol